C(C=C)(=O)N1C(CN(CC1)C1=NC(=NC=2CC(CCC12)N1CCCC2=CC=C(C=C12)F)N1CC(CC1)N(C)C)CC#N 2-(1-acryloyl-4-(2-(3-(dimethylamino)pyrrolidin-1-yl)-7-(7-fluoro-3,4-dihydroquinolin-1(2H)-yl)-5,6,7,8-tetrahydroquinazolin-4-yl)piperazin-2-yl)acetonitrile